6-CHLORO-2-OXO-3-INDOLINECARBALDEHYDE ClC1=CC=C2C(C(NC2=C1)=O)C=O